NC1=CC(=C(CN2CCN(CC2)C(C)=O)C=C1)C(F)(F)F 1-(4-(4-amino-2-(trifluoromethyl)benzyl)piperazin-1-yl)ethan-1-one